CN1N=C(C=C1C=1C=C2CN(CC2=CC1)C(CN1N=C(N=C1)C#N)=O)C(F)(F)F 1-(2-(5-(1-methyl-3-(trifluoromethyl)-1H-pyrazol-5-yl)isoindolin-2-yl)-2-oxoethyl)-1H-1,2,4-triazole-3-carbonitrile